ClC=1C(=C(C=CC1)S(=O)(=O)N)OC 3-chloro-2-methoxybenzenesulfonamide